C(C)OC(CC1CN(CCC1)C=1C(=NC(=CC1F)Br)CC)=O 2-(1-(6-bromo-2-ethyl-4-fluoropyridin-3-yl)piperidin-3-yl)acetic acid ethyl ester